N-[2-(4,4-difluoro-1-piperidyl)-6-(7,8-dihydro-5H-1,6-naphthyridin-6-yl)-4-methyl-3-pyridyl]-5-methyl-oxazole-4-carboxamide FC1(CCN(CC1)C1=NC(=CC(=C1NC(=O)C=1N=COC1C)C)N1CC=2C=CC=NC2CC1)F